5-chloro-3-iodo-1-(tetrahydro-2H-pyran-2-yl)-1H-pyrazolo[4,3-d]pyrimidine ClC=1N=CC2=C(N1)C(=NN2C2OCCCC2)I